(R)-N-((1R,2R)-1-(3-chloro-4-cyclopropoxyphenyl)-1-hydroxy-3-(pyrrolidin-1-yl)propan-2-yl)-1-(5-chloropyridin-2-yl)pyrrolidine-3-carboxamide ClC=1C=C(C=CC1OC1CC1)[C@H]([C@@H](CN1CCCC1)NC(=O)[C@H]1CN(CC1)C1=NC=C(C=C1)Cl)O